Pyrroline-5-carboxylic acid C1C=CNC1C(=O)O